2-(5-(3-Chloro-5-propoxyphenyl)-6-oxo-1-(pyrimidin-5-yl)-1,6-dihydropyridin-3-yl)benzonitrile ClC=1C=C(C=C(C1)OCCC)C1=CC(=CN(C1=O)C=1C=NC=NC1)C1=C(C#N)C=CC=C1